6-(4-amino-1-tert-butyl-pyrazolo[3,4-d]pyrimidin-3-yl)-N-(cyclopropylmethyl)-1H-indole-2-carboxamide NC1=C2C(=NC=N1)N(N=C2C2=CC=C1C=C(NC1=C2)C(=O)NCC2CC2)C(C)(C)C